COC1=C(C=C(C=C1)C)[C@@]1([C@@H](C1)C=1C=NC(=CC1)C)C(=O)OCC (1R,2S)-ethyl 1-(2-methoxy-5-methylphenyl)-2-(6-methylpyridin-3-yl)cyclopropanecarboxylate